OC1C(CN(CC1)C(=O)[O-])C1=CC=C(C=C1)C(=O)OC 4-hydroxy-3-(4-(methoxycarbonyl)phenyl)piperidine-1-carboxylate